ClC1=NC(=NC(=C1)Cl)C1=NC(=NO1)C(C)(C)C1=C(C=CC=C1)F 4,6-Dichloro-2-{3-[2-(2-fluorophenyl)propan-2-yl]-1,2,4-oxadiazol-5-yl}pyrimidine